N-methyl-3-aminopropyltrimethoxysilane CNCCC[Si](OC)(OC)OC